(S)-1-(4-(2-(difluoromethyl)pyridin-4-yl)-2-(prop-1-yn-1-yl)phenoxy)-2,4-dimethylpentan-2-amine formate C(=O)O.FC(C1=NC=CC(=C1)C1=CC(=C(OC[C@](CC(C)C)(N)C)C=C1)C#CC)F